NCC1CCC(CC1)CN1CCC(CC1)C=CC1=CC=CC=2N(C(N(C21)C)=O)C2CC(NC(C2)=O)=O 4-[2-[1-[[4-(Aminomethyl)cyclohexyl]methyl]-4-piperidyl]vinyl-3-methyl-2-oxo-benzimidazol-1-yl]piperidine-2,6-dione